4-Ethyl-1,3-benzothiazole-6-carboxylic acid methyl ester COC(=O)C1=CC2=C(N=CS2)C(=C1)CC